(2S,3S)-3-((2-(2-chloro-5H-pyrrolo[2,3-b]pyrazin-7-yl)-6-(oxazol-2-yl)pyrimidin-4-yl)amino)bicyclo[2.2.2]octane-2-carboxylic acid ClC=1N=C2C(=NC1)NC=C2C2=NC(=CC(=N2)N[C@@H]2[C@H](C1CCC2CC1)C(=O)O)C=1OC=CN1